3-((2-(N-acetylamino)-5-(1-methyl-1H-pyrazol-4-yl)pyridin-3-yl)ethynyl)-4-methyl-N-(Thien-3-ylmethyl)benzamide C(C)(=O)NC1=NC=C(C=C1C#CC=1C=C(C(=O)NCC2=CSC=C2)C=CC1C)C=1C=NN(C1)C